tert-butyl (3-(2-amino-4-bromo-5-(trifluoromethoxy)phenyl)prop-2-yn-1-yl)carbamate NC1=C(C=C(C(=C1)Br)OC(F)(F)F)C#CCNC(OC(C)(C)C)=O